2-(3-(4-fluoro-1-methyl-1H-pyrazol-5-yl)-7,8-dihydro-1,6-naphthyridin-6(5H)-yl)-3-methyl-6,7-dihydro-5H-pyrrolo[3,4-b]pyridin-5-one FC=1C=NN(C1C=1C=NC=2CCN(CC2C1)C1=C(C=C2C(=N1)CNC2=O)C)C